CC=1N=C2C(=NC1C)C(=NC(=C2)C2CC(OCC2)C2=CC(=NC=C2)C)C21CC(C2)(C1)C(F)(F)F 2,3-dimethyl-7-(2-(2-methylpyridin-4-yl)tetrahydro-2H-pyran-4-yl)-5-(3-(trifluoromethyl)bicyclo[1.1.1]pentan-1-yl)pyrido[3,4-b]pyrazine